(S)-4-(1-methyl-1H-1,2,3-triazol-4-yl)-N-(1-methylcyclopropyl)-2-(trifluoromethyl)-8-(3,3,5-trimethylpiperazin-1-yl)quinazoline-6-sulfonamide CN1N=NC(=C1)C1=NC(=NC2=C(C=C(C=C12)S(=O)(=O)NC1(CC1)C)N1CC(N[C@H](C1)C)(C)C)C(F)(F)F